methylenediphosphonic acid C(P(O)(O)=O)P(O)(O)=O